tert-butyl 2-(2-(3-amino-4-(azetidin-1-yl)benzamido)-5-fluorophenyl)acetate NC=1C=C(C(=O)NC2=C(C=C(C=C2)F)CC(=O)OC(C)(C)C)C=CC1N1CCC1